C1(CC1)S(=O)(=O)C1(CC1)COC=1C=NC=C2C=C(C(NC12)=O)C(=O)OCC ethyl 8-((1-(cyclopropylsulfonyl)cyclopropyl)methoxy)-2-oxo-1,2-dihydro-1,6-naphthyridine-3-carboxylate